(4-(3,3-difluoroazetidin-1-yl)piperidin-1-yl)(2,3-dihydro-1H-pyrrolo[1,2-a]indol-9-yl)methanone formate C(=O)O.FC1(CN(C1)C1CCN(CC1)C(=O)C1=C2N(C=3C=CC=CC13)CCC2)F